(S)-2-((3-((3-(1-((4-methyl-4H-1,2,4-triazol-3-yl)thio)ethyl)phenyl)carbamoyl)isoquinolin-7-yl)oxy)acetic acid CN1C(=NN=C1)S[C@@H](C)C=1C=C(C=CC1)NC(=O)C=1N=CC2=CC(=CC=C2C1)OCC(=O)O